butanoic acid, 2-methyl-ethyl ester C(CCC)(=O)OCCC